N-ethyl-2-(5-fluoro-1H-indol-3-yl)-N-methylethan-1-amine Monophosphate P(=O)(O)(O)O.C(C)N(CCC1=CNC2=CC=C(C=C12)F)C